CN1CN(CSC1=S)CC(=O)O 5-methyl-6-thioxo-1,3,5-thiadiazin-3-yl-acetic acid